FC1=C(OC2=CC(=C(C#N)C=C2)C(F)(F)F)C=CC(=C1)COC1=NC(NC(=C1)OC)=O 4-(2-fluoro-4-(((6-methoxy-2-oxo-1,2-dihydropyrimidin-4-yl)oxy)methyl)phenoxy)-2-(trifluoromethyl)benzonitrile